(4-(N,4-dimethylphenylsulfonamido)phenyl)(methyl)sulfamoyl fluoride CN(S(=O)(=O)C1=CC=C(C=C1)C)C1=CC=C(C=C1)N(S(=O)(=O)F)C